N=1C=CN2C1C=C(C=C2)NC(=O)C=2C=NC=CC2 N-imidazo[1,2-a]Pyridin-7-yl-pyridine-3-carboxamide